COC=1C=C(C=C(C1OC)OC)N1N=NC2=C1C=C(C=C2)C2=CC(=C(C(=C2)OC)OC)OC 1,6-bis(3,4,5-trimethoxyphenyl)-1H-benzo[d][1,2,3]triazole